CS(=O)[O-] methyl-sulfinate